OC1(CCS(CC1)(=O)=O)C#CC1=CC2=C(OC[C@@H](C(N2C)=O)NC(C2=NC=CC(=C2)OC2=CC=CC=C2)=O)C=C1 (S)-N-(7-((4-Hydroxy-1,1-dioxidotetrahydro-2H-thiopyran-4-yl)ethynyl)-5-methyl-4-oxo-2,3,4,5-tetrahydrobenzo[b][1,4]oxazepin-3-yl)-4-phenoxypicolinamid